ClC=1C=C(C=C(C1)NS(=O)(=O)C)NC(=O)C1=CN(C(=C1)C1=NC=C(C=C1F)N1CCC(CC1)(F)F)C N-(3-chloro-5-(methylsulfonamido)phenyl)-5-(5-(4,4-difluoropiperidin-1-yl)-3-fluoropyridin-2-yl)-1-methyl-1H-pyrrole-3-carboxamide